1-chloro-2-methylpropan-2-ol ClCC(C)(O)C